CN(C(=O)CN1C[C@@H]([C@@H](CC1)NC1=C2C=C(N(C2=CC=C1)CC(F)(F)F)C#CCNC1=C(C=C(C(=O)OC)C=C1)OC)F)C methyl 4-{[3-(4-{[(3S,4R)-1-[(dimethylcarbamoyl) methyl]-3-fluoropiperidin-4-yl]amino}-1-(2,2,2-trifluoroethyl)-1H-indol-2-yl)prop-2-yn-1-yl] amino}-3-methoxybenzoate